(S)-Benzyl (2-hydroxypropyl)carbamate O[C@H](CNC(OCC1=CC=CC=C1)=O)C